2-chloro-6-hydrazinyl-9-(5-methylpyridin-3-yl)-9H-purine ClC1=NC(=C2N=CN(C2=N1)C=1C=NC=C(C1)C)NN